histaminyl-cholesterol hemisuccinate C(CCC(=O)O)(=O)O.N(CCC1=CNC=N1)CC(C)CCC[C@@H](C)[C@H]1CC[C@H]2[C@@H]3CC=C4C[C@@H](O)CC[C@]4(C)[C@H]3CC[C@]12C.N(CCC1=CNC=N1)CC(C)CCC[C@@H](C)[C@H]1CC[C@H]2[C@@H]3CC=C4C[C@@H](O)CC[C@]4(C)[C@H]3CC[C@]12C